9,10-di-n-butoxy-1,4-dihydroanthracene C(CCC)OC=1C2=CC=CC=C2C(=C2CC=CCC12)OCCCC